2,3-dibenzoyl-indole C(C1=CC=CC=C1)(=O)C=1NC2=CC=CC=C2C1C(C1=CC=CC=C1)=O